rac-(1R,2R,3S,3aR,8bS)-methyl 6-(2-aminoethoxy)-1,8b-dihydroxy-8-methoxy-3a-(4-methoxyphenyl)-3-phenyl-2,3,3a,8b-tetrahydro-1H-cyclopenta[b]benzofuran-2-carboxylate NCCOC1=CC2=C([C@]3([C@@](O2)([C@@H]([C@H]([C@H]3O)C(=O)OC)C3=CC=CC=C3)C3=CC=C(C=C3)OC)O)C(=C1)OC |r|